F[C@@H]1C[C@@]2(CCCN2C1)COC=1N=C(C2=C(N1)C(=C(N=C2)C2=CC(=CC1=CC=C(C(=C21)F)F)OCOC)F)C2CCN(CC2)C(=O)OCC2=CC=CC=C2 benzyl 4-(2-{[(2R,7aS)-2-fluoro-hexahydro-1H-pyrrolizin-7a-yl]methoxy}-7-[7,8-difluoro-3-(methoxymethoxy)naphthalen-1-yl]-8-fluoropyrido[4,3-d]pyrimidin-4-yl)piperidine-1-carboxylate